ClC1=CC=C(C=C1)CCC(C(C)(C)C)=O (4-chlorophenyl)-4,4-dimethyl-3-pentanone